(S)-7-bromo-6-fluoro-2-methyl-9-(piperidin-1-ylmethyl)-9,10-dihydro-8-oxa-2,4,10a-triazanaphtho[2,1,8-cde]Azulene-1(2H)-one BrC1=C(C=C2N=CC=3N(C(N4C[C@@H](OC1=C2C34)CN3CCCCC3)=O)C)F